N-METHYLCYSTEINE CN[C@@H](CS)C(=O)O